(4,7-dichloro-6-(4-((dimethylamino)methyl)-3-fluorophenyl)-2H-indazol-2-yl)-2-((R)-6-fluoro-6,7-dihydro-5H-pyrrolo[1,2-c]imidazol-1-yl)acetic acid ethyl ester C(C)OC(C(C1=C2N(C=N1)C[C@@H](C2)F)N2N=C1C(=C(C=C(C1=C2)Cl)C2=CC(=C(C=C2)CN(C)C)F)Cl)=O